FC1=CC=C(C2=C1OCCO2)N2CC(NCC2)F 8-Fluoro-5-(3-fluoropiperazin-1-yl)-2,3-dihydro-1,4-benzodioxine